CC(C)(OC(=O)[C@](N)(CCCCNC(=O)OCC1=CC=CC=C1)C(=O)O)C 2-[(1,1-Dimethylethoxy)carbonyl]-N6-[(phenylmethoxy)carbonyl]L-lysine